3-(1-oxo-5-(1-((tetrahydro-2H-pyran-4-yl)methyl)piperidin-4-yl)isoindolin-2-yl)piperidine-2,6-dione O=C1N(CC2=CC(=CC=C12)C1CCN(CC1)CC1CCOCC1)C1C(NC(CC1)=O)=O